2,3,5,7-TETRAMETHYLOCTYL ACETATE C(C)(=O)OCC(C(CC(CC(C)C)C)C)C